FC1(CC(C1)N)F 3,3-difluorocyclobutyl-amine